(R)-2-amino-3-(4-(4-(1-(pentan-3-yl)-1H-pyrazol-4-yl)pyrazolo[1,5-a]pyrazin-6-yl)-1H-pyrazol-1-yl)propan-1-ol N[C@@H](CO)CN1N=CC(=C1)C=1N=C(C=2N(C1)N=CC2)C=2C=NN(C2)C(CC)CC